C1(CCCC1)C1CO1 cyclopentyl ethylene oxide